N1(N=CC=C1)CC1=CC=C(C=C1)[C@@H]1CC2(CC(C2)(F)F)CCN1CC1=C2C=CNC2=C(C=C1OC)C (S)-6-(4-((1H-pyrazol-1-yl)methyl)phenyl)-2,2-difluoro-7-((5-methoxy-7-methyl-1H-indol-4-yl)methyl)-7-azaspiro[3.5]nonane